(R)-N-(1-(3-amino-5-(1,1-difluoro-2-methoxyethyl)phenyl)ethyl)-7-chloro-6-(4-methoxytetrahydro-2H-pyran-4-yl)-2-methylquinazolin-4-amine NC=1C=C(C=C(C1)C(COC)(F)F)[C@@H](C)NC1=NC(=NC2=CC(=C(C=C12)C1(CCOCC1)OC)Cl)C